(±)-4-(4-(1-Aminoethyl)-2-methylquinolin-6-yl)-5-fluoro-N-(1-(methylsulfonyl)piperidin-4-yl)pyrimidin-2-amine N[C@H](C)C1=CC(=NC2=CC=C(C=C12)C1=NC(=NC=C1F)NC1CCN(CC1)S(=O)(=O)C)C |r|